BrC1=CC=C(C=C1)C(C(F)(F)F)N 1-(4-bromophenyl)-2,2,2-trifluoroethanamine